tert-Butyl 2-(5-acetyl-10,11-dihydro-5H-dibenzo[b,f]azepin-3-ylamino)ethylcarbamate C(C)(=O)N1C2=C(CCC3=C1C=CC=C3)C=CC(=C2)NCCNC(OC(C)(C)C)=O